boron-chromium-molybdenum [Mo].[Cr].[B]